copper-aluminum-manganese [Mn].[Al].[Cu]